(S)-5-(2-fluoropyridin-4-yl)-2-(1-(1-(5-propylpyrimidin-2-yl)piperidin-4-yl)ethoxy)thiazolo[5,4-b]pyridin FC1=NC=CC(=C1)C1=CC=C2C(=N1)SC(=N2)O[C@@H](C)C2CCN(CC2)C2=NC=C(C=N2)CCC